NC(C(CC(=O)O)O)CC1=CC=CC=C1 4-amino-3-hydroxy-5-phenylpentanoic acid